6-[4-(3-methoxypyrazin-2-yl)piperazin-1-yl]-2-azaspiro[3.4]octane-2-carboxylic acid ethyl ester C(C)OC(=O)N1CC2(C1)CC(CC2)N2CCN(CC2)C2=NC=CN=C2OC